FC(C(=O)O)(F)F.NC1=CC=C(OCCN2[C@@H](C(N(CC2)C)=O)C)C=C1 (R)-4-(2-(4-aminophenoxy)ethyl)-1,3-dimethylpiperazin-2-one trifluoroacetate